FC1=CC=C(C=C1)C=1C(=CNC1)C(=O)OC Methyl 4-(4-fluorophenyl)-1H-pyrrole-3-carboxylate